C(CCCC)N N-Pentylamine